(1R,2S)-2-[4-[(5-bromo-4-methoxy-pyrimidin-2-yl)amino]-3-cyclopropyl-pyrazol-1-yl]cyclopropanecarbonitrile BrC=1C(=NC(=NC1)NC=1C(=NN(C1)[C@@H]1[C@@H](C1)C#N)C1CC1)OC